[Na+].C(C=C)(=O)[O-] (2-propenoic acid) sodium salt